methyl 2-(1-(7-bromo-2,3-dihydrobenzofuran-4-yl) ethyl)-1-((1-(fluoromethyl) cyclopropyl) methyl)-1H-benzo[d]imidazole-6-carboxylate BrC1=CC=C(C=2CCOC21)C(C)C2=NC1=C(N2CC2(CC2)CF)C=C(C=C1)C(=O)OC